trans-5-(2-fluorocyclopropyl)isoxazole-3-carboxylic acid F[C@H]1[C@@H](C1)C1=CC(=NO1)C(=O)O